6-((3-methoxypyrazin-2-yl) pyrazolo[4,3-c]pyridin-1-yl)-6-methoxy-2,3-dihydro-4H-benzo[b][1,4]oxazine-4-carboxylate COC=1C(=NC=CN1)C1=NN(C2=C1C=NC=C2)C2(CC1=C(OCCN1C(=O)[O-])C=C2)OC